N[C@@H](CN1C(C=2C=C3C(=CC2CC1)N(C(=N3)C=3N(C1=C(C=CC=C1C3)OC)CC3CC3)C)=O)C (R)-6-(2-aminopropyl)-2-(1-(cyclopropylmethyl)-7-methoxy-1H-indol-2-yl)-1-methyl-1,6,7,8-tetrahydro-5H-imidazo[4,5-g]isoquinolin-5-one